3-(3-{(R*)-1-[(S)-1-(2,3-dihydrobenzo[1,4]dioxin-2-yl)methyl]piperidin-3-yl}phenoxy)propan-1-ol O1[C@H](COC2=C1C=CC=C2)CN2C[C@H](CCC2)C=2C=C(OCCCO)C=CC2 |o1:13|